C1=CC=CC=2C3=CC=CC=C3C(C12)COC(=O)NC(C(=O)O)C(O)C1=CC=C(C=C1)C#N 2-((((9H-fluoren-9-yl)methoxy)carbonyl)amino)-3-(4-cyanophenyl)-3-hydroxypropanoic acid